C1(CC1)CN1C(=CC=2C=CC3=C(C12)N(C(C3(C)C)=O)C(=O)OC(C)(C)C)C(=O)OCC O1-tert-butyl O7-ethyl 8-(cyclopropylmethyl)-3,3-dimethyl-2-oxo-pyrrolo[3,2-g]indole-1,7-dicarboxylate